3,6-dihydropyran-2,6-dione O1C(CC=CC1=O)=O